BrC=1C=C2CCN(C(C2=CC1)=O)C 6-bromo-2-methyl-3,4-dihydroisoquinolin-1-one